C(C)(=O)OC1=C(C(=CC=C1)C(F)(F)F)C1NC(N(C(=C1C(=O)OCC)C)C1=CC(=CC=C1)C(=O)OC)=O Ethyl 4-(2-acetoxy-6-(trifluoromethyl)phenyl)-1-(3-(methoxycarbonyl)phenyl)-6-methyl-2-oxo-1,2,3,4-Tetrahydropyrimidine-5-carboxylate